C(C)(C)(C)OC(NOC(=O)OC(C)(C)C)=O.FC=1C=CC2=C(NC([C@@H](O2)C[C@@H](C(=O)N)NC)=O)C1 (2S)-3-[(2S)-6-fluoro-3-oxo-4H-1,4-benzoxazin-2-yl]-2-(methylamino)propanamide tert-butyl-((tert-butoxycarbonyl)oxy)carbamate